(R)-3-((5-chloro-2-((2-(difluoromethoxy)-4-(hexahydropyrrolo[1,2-a]pyrazin-2(1H)-yl)phenyl)amino)pyrimidin-4-yl)amino)thiophene-2-carboxamide ClC=1C(=NC(=NC1)NC1=C(C=C(C=C1)N1C[C@@H]2N(CC1)CCC2)OC(F)F)NC2=C(SC=C2)C(=O)N